C(C)(C)C1=NC=2CCCCC2C(N1)=O 2-isopropyl-4-oxo-5,6,7,8-tetrahydroquinazolin